3-bromo-4-chloro-5-(pyrrolidin-1-yl)pyridine BrC=1C=NC=C(C1Cl)N1CCCC1